CC1=NC=CC2=C1N(C(=N2)CN2CCC=1C=C(C(=NC1C2)OCC2=C(C=C(C=C2)Cl)F)C(F)(F)F)C[C@H]2OCC2 methyl-(S)-2-((2-((4-chloro-2-fluorobenzyl)oxy)-3-(trifluoromethyl)-5,8-dihydro-1,7-naphthyridin-7(6H)-yl)methyl)-3-(oxetan-2-ylmethyl)-3H-imidazo[4,5-c]pyridine